C(C)OC(C(C)(C)OC1=C(C=C(C=C1C)CN1C(N(CC1)C1=CC=C(C=C1)C#N)=O)C)=O 2-(4-((3-(4-Cyanophenyl)-2-oxoimidazolin-1-yl)methyl)-2,6-dimethylphenoxy)-2-methylpropanoic acid ethyl ester